N-(5-(2-Fluoro-6-methoxyphenyl)-1H-pyrazolo[3,4-c]pyridin-3-yl)benzamide FC1=C(C(=CC=C1)OC)C=1C=C2C(=CN1)NN=C2NC(C2=CC=CC=C2)=O